2-methylheptenic acid CC(C(=O)O)=CCCCC